N-(3-(aminomethyl)-5-fluorophenyl)pyridin-4-amine NCC=1C=C(C=C(C1)F)NC1=CC=NC=C1